ClC1=CC2=C(N(C=N2)CC#C[C@H]2NCCC[C@@H]2O)C=C1Cl (2R,3S)-2-(3-(5,6-dichloro-1H-benzo[d]imidazol-1-yl)prop-1-ynyl)piperidin-3-ol